5-cyclohexyloxy-4-benzylthio-3-bromo-2(5H)furanone C1(CCCCC1)OC1C(=C(C(O1)=O)Br)SCC1=CC=CC=C1